OC=1C(=NC=CC1OC)C(=O)N[C@H](C(=O)[O-])C (2S)-2-[(3-hydroxy-4-methoxy-pyridine-2-carbonyl)amino]propanoate